[Zr].[Mg].[Al] aluminum magnesium zirconium